3-fluoro-4-biphenyl-boronic acid pinacol ester FC=1C=C(C=CC1B1OC(C)(C)C(C)(C)O1)C1=CC=CC=C1